p-ethoxyphenyldimethyl-methane C(C)OC1=CC=C(C=C1)C(C)C